[N+](=O)(O)[O-].N1C=CC2=CC=CC=C12 indole-nitrate